BrC1=CC(=NC=C1)N(CCO)C 2-((4-bromopyridin-2-yl)(methyl)amino)ethan-1-ol